CC1=C(C=NC(=C1)N1C([C@@H]2C[C@@H]2C1)=O)[C@H](C)N1N=NC(=C1)C(=O)O 1-((S)-1-(4-methyl-6-((1R,5S)-2-oxo-3-azabicyclo[3.1.0]hexan-3-yl)pyridin-3-yl)ethyl)-1H-1,2,3-triazole-4-carboxylic acid